FC1=CC=C(CC2=CC3=C(OCC(N3)C)N=C2NCCOC)C=C1 7-(4-fluorobenzyl)-6-((2-methoxyethyl)amino)-2-methyl-2,3-dihydro-1H-pyrido[2,3-b][1,4]oxazin